Bis(cyclopentadienyl)bis[2,6-difluoro-3-(2,2-dimethylpentanoylamino)phenyl]titanium C1(C=CC=C1)[Ti](C1=C(C(=CC=C1F)NC(C(CCC)(C)C)=O)F)(C1=C(C(=CC=C1F)NC(C(CCC)(C)C)=O)F)C1C=CC=C1